4-(5-(1,5-dimethyl-1H-pyrazol-4-yl)benzo[d]oxazol-2-yl)picolinic acid ethyl ester C(C)OC(C1=NC=CC(=C1)C=1OC2=C(N1)C=C(C=C2)C=2C=NN(C2C)C)=O